FC=1C=C(N)C=CC1COCC1=C(C=CC=C1)OC 3-fluoro-4-(((2-methoxybenzyl)oxy)methyl)aniline